C(C1=CC=CC=C1)N(CCC(=O)N1CCN(CC1)C)C=1SC(=C(N1)C1=CC(=C(C=C1)Cl)Cl)CC(C)C 3-(benzyl(4-(3,4-dichlorophenyl)-5-isobutylthiazol-2-yl)amino)-1-(4-methylpiperazin-1-yl)propan-1-one